FC(C(=O)O)(F)F.FC1=C(C=C(C=C1C=1C(=NN(C1)C1=C(C=C(C=C1)N1CCNCC1)F)C1=CC=NC=C1)F)C1N(CCC1)S(=O)(=O)N (2,5-difluoro-3-{1-[2-fluoro-4-(piperazin-1-yl)phenyl]-3-(pyridin-4-yl)pyrazol-4-yl}phenyl)pyrrolidine-1-sulfonamide trifluoroacetic acid salt